1-[[1-(3-bromophenyl)-3,3-dimethoxy-cyclobutanecarbonyl]amino]-3-methyl-thiourea BrC=1C=C(C=CC1)C1(CC(C1)(OC)OC)C(=O)NNC(=S)NC